2,7-diazaspiro[4.4]nonane-1-one C1(NCCC12CNCC2)=O